N,N-diethyl-4-(2-oxo-2-((3,4,5-trimethoxyphenyl)amino)ethyl)piperazine-1-carboxamide C(C)N(C(=O)N1CCN(CC1)CC(NC1=CC(=C(C(=C1)OC)OC)OC)=O)CC